fluoro-3-(methoxymethoxy)-8-methylnaphthalene-1-yl pivalate C(C(C)(C)C)(=O)OC1=C(C(=CC2=CC=CC(=C12)C)OCOC)F